N-(4-(4-Amino-1-isobutyl-1H-pyrazolo[3,4-d]pyrimidin-3-yl)phenyl)-6-isopropyl-2-(5-Methylpyridin-2-yl)-3-oxo-2,3-dihydropyridazine-4-carboxamide NC1=C2C(=NC=N1)N(N=C2C2=CC=C(C=C2)NC(=O)C=2C(N(N=C(C2)C(C)C)C2=NC=C(C=C2)C)=O)CC(C)C